OC[C@@H]1[C@H](C1)COC=1C(=NC=C(C1)N1CC(C1)OC)C(=O)N (((1S,2S)-2-(hydroxymethyl)cyclopropyl)methoxy)-5-(3-methoxyazetidin-1-yl)pyridinecarboxamide